4,4'-Butylidene-bis-(2-t-butyl-5-methylphenol) C(CCC)(C1=CC(=C(C=C1C)O)C(C)(C)C)C1=CC(=C(C=C1C)O)C(C)(C)C